4-(N-Acetylacetamido)-3-chloro-6-(2,5-difluoro-4-(trimethylsilyl)phenyl)-pyridine-2-carboxylic acid methyl ester COC(=O)C1=NC(=CC(=C1Cl)N(C(C)=O)C(C)=O)C1=C(C=C(C(=C1)F)[Si](C)(C)C)F